CC=1N=C2N(N=C(C=C2C)C2=CC(=C3C=C(N=NC3=C2)C2C[C@@H](N([C@H](C2)C)CCO)C)F)C1 2-{(2S,6S)-4-[7-(2,8-dimethylimidazo[1,2-b]pyridazin-6-yl)-5-fluorocinnolin-3-yl]-2,6-dimethylpiperidin-1-yl}ethan-1-ol